N-(1-((1R,2S)-2-fluorocyclopropyl)-2-oxo-1,2-dihydropyridin-3-yl)-6-isopropoxy-2-(1-methyl-2-oxabicyclo[2.1.1]hexan-4-yl)-2H-indazole-5-carboxamide F[C@@H]1[C@@H](C1)N1C(C(=CC=C1)NC(=O)C1=CC2=CN(N=C2C=C1OC(C)C)C12COC(C1)(C2)C)=O